C1(CCCCC1)C1=CC=C(C=C1)C=1SC(=CN1)C1=CC=C(C=C1)S(=O)(=O)NC1=C(C=C(C(=O)OC)C=C1)OC methyl 4-((4-(2-(4-cyclohexylphenyl) thiazol-5-yl) phenyl) sulphonamido)-3-methoxybenzoate